4-(2-(dimethylamino)ethoxy)-2-fluoroaniline CN(CCOC1=CC(=C(N)C=C1)F)C